BrC1=C2OC[C@@H](N3C(=NC(C(=C1)F)=C32)C(C)OC)C (3S)-6-Bromo-8-fluoro-2-(1-methoxyethyl)-3-methyl-3,4-dihydro-5-oxa-1,2a-diazaacenaphthylene